Cl.N[C@@H]1C(NCC1)=O (S)-3-aminopyrrolidin-2-one hydrochloride